2-(2-bromophenyl)-2-(3-hydroxypropoxy)acetonitrile BrC1=C(C=CC=C1)C(C#N)OCCCO